tri(acryloxyethyl) phosphate P(=O)(OCCOC(C=C)=O)(OCCOC(C=C)=O)OCCOC(C=C)=O